OCC1=NC=C(C(=C1)C(=O)OC)C1=C(C=CC=C1)OC methyl 2-(hydroxymethyl)-5-(2-methoxyphenyl)pyridine-4-carboxylate